2H-[1,2,4]triazol N=1NC=NC1